COC=1C=C(C=CC1OC)CC(=O)N (3,4-dimethoxyphenyl)acetamide